3-methyl-6,7-dichloro-quinoxaline-2-carboxylic acid methyl ester COC(=O)C1=NC2=CC(=C(C=C2N=C1C)Cl)Cl